decahydroazulene C1CCC2CCCCCC12